IC=1C=CC=C2C=C(N=CC12)N 8-iodoisoquinolin-3-amine